N[C@@H](CC1=CC=C(C=C1)O)C(=O)C(O)C(=O)[C@@H](O)[C@H](O)[C@H](O)CO 1-L-tyrosyl-fructose